C(C)(C)(C)OC(CC[C@@H]1CC[C@H](CC1)C(=O)O)=O Trans-4-(3-(tert-butoxy)-3-oxopropyl)cyclohexanecarboxylic acid